N-hydroxy-2'-oxo-1'-(pyridin-3-ylmethyl)-1,3-dihydrospiro[indene-2,3'-pyrrolidine]-4-carboxamide ONC(=O)C=1C=2CC3(C(N(CC3)CC=3C=NC=CC3)=O)CC2C=CC1